Ethyl 7-(5-(2-chloro-7-ethoxyquinolin-3-yl)-3-(4-iodophenyl)-4,5-dihydro-1H-pyrazol-1-yl)-7-oxoheptanoate ClC1=NC2=CC(=CC=C2C=C1C1CC(=NN1C(CCCCCC(=O)OCC)=O)C1=CC=C(C=C1)I)OCC